C1(CC1)C=1N=NN(C1)[C@@H](C(=O)N1[C@H](C[C@@H](C1)O)C(=O)NC1CC(CCC1)S(=O)C)C(C)(C)C (2R,4S)-1-[(2R)-2-(4-cyclopropyltriazol-1-yl)-3,3-dimethyl-butanoyl]-4-hydroxy-N-(3-methylsulfinylcyclohexyl)pyrrolidine-2-carboxamide